NC1=CC(=NC=N1)C=1C=C(C=C(C1)Cl)[C@@H]1COC[C@H](N1C(C=C)=O)C 1-((3R,5R)-3-(3-(6-aminopyrimidin-4-yl)-5-chlorophenyl)-5-methylmorpholino)prop-2-en-1-one